2-cyano-1-(3-methoxyphenyl)vinyl-boronic acid C(#N)C=C(C1=CC(=CC=C1)OC)B(O)O